1-(4-benzimidazol-1-yl-phenyl)-3-(3,4-dimethyl-isoxazol-5-yl)-urea N1(C=NC2=C1C=CC=C2)C2=CC=C(C=C2)NC(=O)NC2=C(C(=NO2)C)C